(2,2,2-Trifluoroethan-1-one-1-yl)benzo[h]quinolin-2(1H)-one FC(C(=O)N1C(C=CC2=CC=C3C(=C12)C=CC=C3)=O)(F)F